4-[6-amino-5-(4-hydroxyphenyl)-4-propyl-3-pyridinyl]phenol NC1=C(C(=C(C=N1)C1=CC=C(C=C1)O)CCC)C1=CC=C(C=C1)O